ethyl 2-nitro-α-cyanocinnamate [N+](=O)([O-])C1=C(C=C(C(=O)OCC)C#N)C=CC=C1